3-(2-trimethylsilylethoxy)propionic acid ethyl ester C(C)OC(CCOCC[Si](C)(C)C)=O